18-((3-azidopropyl)amino)-18-oxooctadecanoic acid N(=[N+]=[N-])CCCNC(CCCCCCCCCCCCCCCCC(=O)O)=O